benzo[e][1,2,4]triazine 1,4-dioxide [N+]1(=NC=[N+](C2=C1C=CC=C2)[O-])[O-]